ClC=1N=C(C2=C(N1)C(N(C2)C(C)C)=O)NC2=CC=C(C=C2)C2CCCCC2 2-chloro-4-((4-cyclohexylphenyl)amino)-6-isopropyl-5,6-dihydro-7H-pyrrolo[3,4-d]Pyrimidin-7-one